C1(CC1)CS(=NC(=O)C1CC(C1)(F)F)(C1=CC2=CN(N=C2C=C1)C=1C=NC=NC1)=O N-((cyclopropylmethyl)(oxo)(2-(pyrimidin-5-yl)-2H-indazol-5-yl)-λ6-sulfaneylidene)-3,3-difluorocyclobutane-1-carboxamide